(5'S,7a'R)-5'-(2-fluorophenyl)-1-[2-(4-fluorophenyl)pyridin-4-yl]tetrahydro-3'H-spiro[azetidine-3,2'-pyrrolo[2,1-b][1,3]oxazol]-3'-one FC1=C(C=CC=C1)[C@@H]1CC[C@H]2OC3(C(N21)=O)CN(C3)C3=CC(=NC=C3)C3=CC=C(C=C3)F